N,N-dimethyl-3-(4-(1-(tetrahydro-2H-pyran-4-yl)pyrido[3,4-e][1,2,4]triazolo[4,3-a]pyrazin-8-yl)phenoxy)propan-1-amine CN(CCCOC1=CC=C(C=C1)C1=CC2=C(N=CC=3N2C(=NN3)C3CCOCC3)C=N1)C